NC=1C(=NC=CC1)NC1=CC(=C(C(=O)N([C@H]2CNCCC2)C2=NC=CC3=CC=CC(=C23)C)C=C1)F (R)-4-((3-aminopyridin-2-yl)amino)-2-fluoro-N-(8-methylisoquinolin-1-yl)-N-(piperidin-3-yl)benzamide